3-fluorophenoxy-propionic acid FC=1C=C(OC(C(=O)O)C)C=CC1